3-((trimethylsilyl)oxy)-8-oxabicyclo[3.2.1]octane-3-carbonitrile C[Si](OC1(CC2CCC(C1)O2)C#N)(C)C